FC=1C=C(CC2=CC=CC(=N2)N2N=C(C(=C2)C(=O)NC)CO)C=C(C1)C(F)(F)F 1-(6-(3-fluoro-5-(trifluoromethyl)benzyl)pyridin-2-yl)-3-(hydroxymethyl)-N-methyl-1H-pyrazole-4-carboxamide